C1=CC(=CC=C1C/C(=N/O)/C(=O)O)O The molecule is a ketoxime obtained by condensation of the keto group of 4-hydroxyphenylpyruvic acid with hydroxylamine. It has a role as a fungal metabolite and a marine metabolite. It is a ketoxime, a monocarboxylic acid and a phenol. It derives from a (4-hydroxyphenyl)pyruvic acid.